BENZENESULFONOHYDRAZIDE C1(=CC=CC=C1)S(=O)(=O)NN